(5-chloro-3-(1-(4-(4-((1-(5-((R)-2,6-dioxopiperidin-3-yl)pyridin-2-yl)piperidin-4-yl)methyl)piperazin-1-yl)phenyl)-3-(pyridin-4-yl)-1H-pyrazol-4-yl)-2-fluorophenyl)butane-2-sulfonamide ClC=1C=C(C(=C(C1)CC(CC)S(=O)(=O)N)F)C=1C(=NN(C1)C1=CC=C(C=C1)N1CCN(CC1)CC1CCN(CC1)C1=NC=C(C=C1)[C@@H]1C(NC(CC1)=O)=O)C1=CC=NC=C1